di(isobutoxy thiocarbonyl) thioether C(C(C)C)OC(=S)SC(=S)OCC(C)C